2,5-dimethyl-1,7-diaminoheptane CC(CN)CCC(CCN)C